NC1=C(C(NC2=C(C=CC=C12)C1=CC=CC=2OC(OC21)(F)F)=O)C(=O)NCCC 4-Amino-8-(2,2-difluoro-1,3-benzodioxol-4-yl)-2-oxo-N-propyl-1H-quinoline-3-carboxamide